N-(4-(7-(4-cyclopropylpiperazin-1-yl)imidazo[1,2-a]pyridin-3-yl)phenyl)-5-nitrofuran-2-carboxamide C1(CC1)N1CCN(CC1)C1=CC=2N(C=C1)C(=CN2)C2=CC=C(C=C2)NC(=O)C=2OC(=CC2)[N+](=O)[O-]